COC1=CC2=C(NC(CO2)=O)C=C1 (2R)-7-Methoxy-2H-1,4-benzoxazin-3(4H)-one